2-((6-((2,5-dichloropyrimidin-4-yl)amino)-1-(2-methoxyethyl)-2-oxo-1,2-dihydro-1,8-naphthyridin-3-yl)oxy)-N-methylacetamide ClC1=NC=C(C(=N1)NC=1C=C2C=C(C(N(C2=NC1)CCOC)=O)OCC(=O)NC)Cl